4-(1-Benzothien-2-yl)-4-methoxypiperidine S1C(=CC2=C1C=CC=C2)C2(CCNCC2)OC